4-Benzyloxy-5-bromo-6-methyl-2,3-dihydrobenzofuran C(C1=CC=CC=C1)OC1=C(C(=CC2=C1CCO2)C)Br